CC1(CC1)N1C(C(N(C=C1)CC=1N=NC(=CC1)C=1SC=CN1)=O)=O 1-(1-methylcyclopropyl)-4-((6-(thiazol-2-yl)pyridazin-3-yl)methyl)-1,4-dihydropyrazine-2,3-dione